FC(CNC1=NC(=NC=C1OC)C1=C(C=C2C(N(C=NC2=C1)CCC[C@H](C)NC=1C=NNC(C1C(F)(F)F)=O)=O)F)F 7-[4-(2,2-difluoroethylamino)-5-methoxy-pyrimidin-2-yl]-6-fluoro-3-[(4S)-4-[[6-oxo-5-(trifluoromethyl)-1H-pyridazin-4-yl]amino]pentyl]quinazolin-4-one